[Cl-].[Cl-].C1(=CC(=CC=C1)[Si](=[Zr+2](C1(C(C(C(C2(C3C(=C4C=5C=CC=CC5CC4=C21)C=CCC3)C)(C)C)(C)C)(C)C)C)C3C=CC=C3)C=3C=C(C=CC3)C)C Bis(m-tolyl)silylene(cyclopentadienyl)(octamethyloctahydrodibenzofluorenyl)zirconium dichloride